tert-Butyl (4-(8-amino-3-cyclopropylimidazo[1,5-a]pyrazin-1-yl)-2-methoxyphenyl)carbamate NC=1C=2N(C=CN1)C(=NC2C2=CC(=C(C=C2)NC(OC(C)(C)C)=O)OC)C2CC2